NC(CN1CC2=CC(=CC=C2[C@H](C1)C)C(=O)NC=1C=NC=C(C1)CC(F)(F)F)=O (4R)-2-(2-amino-2-oxo-ethyl)-4-methyl-N-[5-(2,2,2-trifluoroethyl)-3-pyridyl]-3,4-dihydro-1H-isoquinoline-7-carboxamide